5-(5-Fluoro-3-pyridyl)-N7-[(2S)-5-methoxyindan-2-yl]-N3,N3-dimethyl-pyrazolo[1,5-a]pyrimidine-3,7-diamine FC=1C=C(C=NC1)C1=NC=2N(C(=C1)N[C@H]1CC3=CC=C(C=C3C1)OC)N=CC2N(C)C